C1(CC1)C1=NC(=NS1)C1(CCN(CC1)C(=O)N[C@H]1C(CCC[C@@H]1N1CCN(CC1)C(C)C)(F)F)C 4-(5-cyclopropyl-1,2,4-thiadiazol-3-yl)-N-{(1R,6S)-2,2-difluoro-6-[4-(propan-2-yl)piperazin-1-yl]cyclohexyl}-4-methylpiperidine-1-carboxamide